CC1=C(OC2=CC=3N(C=N2)C=NN3)C=CC(=C1)N 7-(2-methyl-4-aminophenoxy)-[1,2,4]Triazolo[4,3-c]Pyrimidine